O1CCN(CC1)ON1CCOCC1 dimorpholinoether